N-((5-methylimidazo[1,2-a]pyridin-2-yl)methyl)piperidine-4-carboxamide CC1=CC=CC=2N1C=C(N2)CNC(=O)C2CCNCC2